N1CCC(CC1)C=1C=CN2N=CN=C(C21)N 5-(piperidin-4-yl)pyrrolo[2,1-f][1,2,4]triazin-4-amine